IC=1C=NN(C1)C([2H])([2H])[2H] 4-iodo-1-(methyl-d3)-1H-pyrazole